4-(2-fluoro-6-methoxyphenyl)-2-(6-(((1S,2R)-2-hydroxycyclopentyl)amino)pyridin-2-yl)-2,3-dihydro-1H-pyrrolo[3,4-c]pyridin-1-one FC1=C(C(=CC=C1)OC)C1=NC=CC2=C1CN(C2=O)C2=NC(=CC=C2)N[C@@H]2[C@@H](CCC2)O